(2-hydroxy-2-methylpropyl)dodeca-2,6,8,10-tetraenamide OC(CC(C(=O)N)=CCCC=CC=CC=CC)(C)C